COC(C1=C(C=C(C=C1)C1CC(C1)=O)C)=O methyl-4-(3-oxocyclobutyl)benzoic acid methyl ester